C(C)OC(=O)C=1N=CSC1CC(COC1=C(C=C(C=C1)C#CCN(C)C)F)C 5-(3-{4-[3-(dimethylamino)prop-1-yn-1-yl]-2-fluorophenoxy}-2-methylpropyl)-1,3-thiazole-4-carboxylic acid ethyl ester